FC(C=1C(NC(NN1)=O)=O)(F)F 6-(trifluoromethyl)-1,2,4-triazine-3,5(2h,4h)-dione